ethyl-di-(4-heptyl)phosphine C(C)P(C(CCC)CCC)C(CCC)CCC